C1(CC1)C=1OC(=NN1)N1[C@H](C2=C(CC1)NC=N2)C2=NN1C(C(=CC=C1)C(F)F)=C2 (R)-2-cyclopropyl-5-(4-(4-(difluoromethyl)pyrazolo[1,5-a]pyridin-2-yl)-6,7-dihydro-1H-imidazo[4,5-c]pyridin-5(4H)-yl)-1,3,4-oxadiazole